1-(3-furyl)-7-hydroxy-4,8-dimethyl-1,6-nonanedione methyl-3,4,5-trimethoxycinnamate COC(C=CC1=CC(=C(C(=C1)OC)OC)OC)=O.O1C=C(C=C1)C(CCC(CC(C(C(C)C)O)=O)C)=O